(E)-4-(6-(1-(ethoxyimino)ethyl)-3-(methylsulfonyl)pyridin-2-yl)-3-methyl-1-phenyl-1H-1,2,4-triazole C(C)O\N=C(/C)\C1=CC=C(C(=N1)N1C(=NN(C1)C1=CC=CC=C1)C)S(=O)(=O)C